9-bromo-3-hydroxy-6H-benzo[c]chromen-6-one BrC1=CC2=C(C(OC3=CC(=CC=C23)O)=O)C=C1